C(\C=C\C)(=O)N1C[C@@](CC1)(C1=C(C(=CC=C1F)Cl)Cl)NC=1C=C2C(N(C=NC2=C(C1)F)CC(=O)N)=O |r| (rac)-(E)-2-(6-((1-(but-2-enoyl)-3-(2,3-dichloro-6-fluorophenyl)pyrrolidin-3-yl)amino)-8-fluoro-4-oxoquinazolin-3(4H)-yl)acetamide